4-chloro-1-methyl-1H-benzo[d]imidazole-2(3H)-thione ClC1=CC=CC=2N(C(NC21)=S)C